CCCCCCCCCCCCCCCCCC(=O)OCCC The molecule is an octadecanoate ester obtained by formal condensation between the carboxy group of octadecanoic (stearic) acid and the hydroxy group of propanol. It has a role as a metabolite.